ClC1=C(C(=CC=C1)F)NC(=O)C1=CC(=C(C=C1O[C@H](C(F)(F)F)C)NC(=O)N1C(CCC1=O)CO)F N-(4-((2-Chloro-6-fluorophenyl)carbamoyl)-2-fluoro-5-(((S)-1,1,1-trifluoropropan-2-yl)oxy)phenyl)-2-(hydroxymethyl)-5-oxopyrrolidine-1-carboxamide